ethyl 3-propyl-4,5-dihydroisoxazole-5-carboxylate C(CC)C1=NOC(C1)C(=O)OCC